P(=O)(OC1=C(C=CC=C1C)C)(OC1=C(C=CC=C1C)C)[O-] di(2,6-dimethylphenyl) phosphate